C1(=CC=CC=C1)[C@H]1CCC=2N1N=C(N2)C(=O)OCC ethyl (5R)-5-phenyl-6,7-dihydro-5H-pyrrolo[1,2-b][1,2,4]triazole-2-carboxylate